4-bromo-1-(4-(6-(3-fluorophenyl)pyridin-3-yl)-5-(isopropylsulfanyl)thiazol-2-yl)-3-methyl-1H-pyrazole-5-carboxylic acid BrC=1C(=NN(C1C(=O)O)C=1SC(=C(N1)C=1C=NC(=CC1)C1=CC(=CC=C1)F)SC(C)C)C